OCC(=O)NC1CCC(OC1)C(=O)O 5-(2-hydroxyacetamido)tetrahydro-2H-pyran-2-carboxylic acid